p-vinylbenzyl-tributyl-phosphine chloride [Cl-].C(=C)C1=CC=C(CCCCCP(CCCC)CCCC)C=C1